C(C)(C)(C)N1C=CC2=CC=C(C=C12)C(NC1=C(C=C(C(=C1)F)OC1=CC(=NC=C1)NC(=O)C1CC1)F)=O tert-butyl-6-((4-((2-(cyclopropanecarboxamido)pyridin-4-yl)oxy)-2,5-difluorophenyl)carbamoyl)-1H-indole